2-chloro-4-((S or R)-2-fluoro-4-(1-((R or S)-3,3,3-trifluoro-2-hydroxy-2-phenylpropanoyl)piperidin-4-yl)butoxy)-N,N-dimethylbenzamide ClC1=C(C(=O)N(C)C)C=CC(=C1)OC[C@H](CCC1CCN(CC1)C([C@@](C(F)(F)F)(C1=CC=CC=C1)O)=O)F |o1:14,24|